2-[4-[5-methyl-6-(trifluoromethyl)-2-[(2R)-2-(trifluoromethyl)azetidin-1-yl]pyrimidin-4-yl]pyrazol-1-yl]-1-piperazin-1-yl-ethanone CC=1C(=NC(=NC1C(F)(F)F)N1[C@H](CC1)C(F)(F)F)C=1C=NN(C1)CC(=O)N1CCNCC1